Tert-butyl 6-((4-chloro-2-fluorobenzyl) oxy)-3',6'-dihydro-[2,4'-bipyridine]-1'(2'h)-carboxylate ClC1=CC(=C(COC2=CC=CC(=N2)C=2CCN(CC2)C(=O)OC(C)(C)C)C=C1)F